(E)-1-(3-bromo-2-fluoro-4-methylphenyl)-3-(dimethylamino)prop-2-en-1-one BrC=1C(=C(C=CC1C)C(\C=C\N(C)C)=O)F